2-chloro-1-[[4-[(2,6-dichlorophenoxy)methyl]phenyl]methoxy]-4-methoxybenzene ClC1=C(C=CC(=C1)OC)OCC1=CC=C(C=C1)COC1=C(C=CC=C1Cl)Cl